CC1(C2=CC=CC=C2C=2C=CC(=CC12)N(C1=CC=C(C=C1)C1=CC=CC=C1)C1=CC(=CC=C1)C1(C2=CC=CC=C2C=2C=CC=CC12)C1=CC=CC=C1)C 9,9-dimethyl-N-[3-(9-phenyl-9H-fluoren-9-yl)phenyl]-N-(4-phenylphenyl)-9H-fluoren-2-amine